tris[2-tert-butyl-4-(3-tert-butyl-4-hydroxy-5-methylphenylthio)-5-methylphenyl] phosphite P(OC1=C(C=C(C(=C1)C)SC1=CC(=C(C(=C1)C)O)C(C)(C)C)C(C)(C)C)(OC1=C(C=C(C(=C1)C)SC1=CC(=C(C(=C1)C)O)C(C)(C)C)C(C)(C)C)OC1=C(C=C(C(=C1)C)SC1=CC(=C(C(=C1)C)O)C(C)(C)C)C(C)(C)C